C(C)N1C=C(C(C2=CC(=C(C=C12)N1CCN(CC1)CC1=CC=CC=2OCOC21)F)=O)C(=O)O.C(#N)C=2C=NC(=C(C2CC)C#N)N2CCN(C(CC2)=O)C 3,5-dicyano-4-ethyl-6-(4-methyl-5-oxo-1,4-diazepan-1-yl)pyridine 1-ethyl-6-fluoro-7-(4-(benzo[d][1,3]dioxol-4-ylmethyl)-piperazin-1-yl)-4-oxo-1,4-dihydroquinoline-3-carboxylate